(R)-(-)-2-nonanol CCCCCCC[C@@H](C)O